C(C)OC(C(C(=O)C=1SC=C(C1)C1=CN(C2=C(C=CC=C12)F)C(=O)OC(C)(C)C)(F)F)=O 2,2-difluoro-3-(4-(1-Boc-7-fluoro-1H-indol-3-yl)thiophen-2-yl)-3-oxopropanoic acid ethyl ester